2-cyclopropoxy-3,4,5,6-tetrafluoro-N-(naphthalen-1-yl)benzenesulfonamide C1(CC1)OC1=C(C(=C(C(=C1F)F)F)F)S(=O)(=O)NC1=CC=CC2=CC=CC=C12